2-chloro-4-((4-(1-methyl-4-(trifluoromethyl)-1H-imidazol-2-yl)benzyl)oxy)-5-(trifluoromethoxy)pyrimidine ClC1=NC=C(C(=N1)OCC1=CC=C(C=C1)C=1N(C=C(N1)C(F)(F)F)C)OC(F)(F)F